3-chloro-6-phenyl-2-piperazin-1-yl-quinoline hydrochloride Cl.ClC=1C(=NC2=CC=C(C=C2C1)C1=CC=CC=C1)N1CCNCC1